OC(=O)C(F)(F)F.NC1C(NC(CC1)=O)=O 3-aminopiperidine-2,6-dione TFA salt